O1COCC2=C1C=CC=C2/C=C/CCC=O (E)-5-(benzo[d][1,3]dioxin-5-yl)pent-4-enal